O1N=C(C2=C1C=CC=C2)N2CCN(CC2)CCN2C(C1=C(N=C(N=C1)C)C=C2)=O 6-{2-[4-(1,2-Benzisoxazol-3-yl)piperazin-1-yl]ethyl}-2-methylpyrido[4,3-d]pyrimidin-5(6H)-one